1-(2-(5-(4,4-difluoropiperidine-1-carbonyl)pyridin-2-yl)-2,4,5,7-tetrahydro-6H-pyrazolo[3,4-c]pyridin-6-yl)ethan-1-one FC1(CCN(CC1)C(=O)C=1C=CC(=NC1)N1N=C2CN(CCC2=C1)C(C)=O)F